(2S,4R)-4-(2-fluoropropan-2-yl)-N-((S,E)-4-(methylsulfonyl)but-3-en-2-yl)-2-phenylpiperidine-1-carboxamide FC(C)(C)[C@H]1C[C@H](N(CC1)C(=O)N[C@@H](C)\C=C\S(=O)(=O)C)C1=CC=CC=C1